ClCC=1N=C2N(C=C(C=C2)CNCC2CCC2)C1 1-(2-(chloromethyl)imidazo[1,2-a]pyridin-6-yl)-N-(cyclobutylmethyl)methylamine